FC(OC1=C(C=C(C(=N1)OC)NS(=O)(=O)C1=CNC2=CC(=CC=C12)C)F)F N-[6-(difluoromethoxy)-5-fluoro-2-methoxypyridin-3-yl]-6-methyl-1H-indole-3-sulfonamide